OC=1C=C(C=C(C(=O)N)C1)C(=O)N 5-hydroxyisophthalamide